O=C1N(CCN1)CCNCCN(CC#N)CC#N 2,2'-((2-((2-(2-oxoimidazolidin-1-yl)ethyl)amino)ethyl)azanediyl)diacetonitrile